(8-Methyl-1,3,4,5-tetrahydropyrido[4,3-b]indol-2-yl)-[5-(trifluoromethyl)-2-pyridyl]-methanone CC1=CC=2C3=C(NC2C=C1)CCN(C3)C(=O)C3=NC=C(C=C3)C(F)(F)F